(2S,6R)-tert-Butyl 4-((S)-1-(4-(3-(4-cyano-3-(trifluoromethyl)phenyl)-5,5-dimethyl-4-oxo-2-thioxoimidazolidin-1-yl)-2-ethylphenoxy)propan-2-yl)-2,6-dimethylpiperazine-1-carboxylate C(#N)C1=C(C=C(C=C1)N1C(N(C(C1=O)(C)C)C1=CC(=C(OC[C@H](C)N2C[C@@H](N([C@@H](C2)C)C(=O)OC(C)(C)C)C)C=C1)CC)=S)C(F)(F)F